ethyl 2-benzyloxy-2-(trifluoromethyl)pent-4-enoate C(C1=CC=CC=C1)OC(C(=O)OCC)(CC=C)C(F)(F)F